CC(C)CCCC(C)CCOC(=O)C Tetrahydro Geranyl Acetate